3-(4,6-difluoro-5-(1-((3-methylisoxazol-5-yl)methyl)piperidin-4-yl)-1-oxoisoindolin-2-yl)piperidine-2,6-dione FC1=C2CN(C(C2=CC(=C1C1CCN(CC1)CC1=CC(=NO1)C)F)=O)C1C(NC(CC1)=O)=O